FC=1C=C(C=C(C1F)F)CC(=O)Cl 3,4,5-trifluorophenylacetyl chloride